(1R)-1-(((4-((1R,5S)-3,8-diazabicyclo[3.2.1]octan-3-yl)-8-(5-methyl-1H-indazol-4-yl)pyrido[4',3':4,5]thieno[2,3-d]pyrimidin-2-yl)oxy)methyl)-methanol [C@H]12CN(C[C@H](CC1)N2)C=2C1=C(N=C(N2)OCCO)SC2=C1C=CN=C2C2=C1C=NNC1=CC=C2C